CC1=C(C(=C(C1([Ti](OC)(OC)OC1=C(C=CC=C1C)C)C)C)C)C pentamethylcyclopentadienyl-2,6-dimethylphenoxy-dimethoxytitanium